[C@H]12CN(C[C@H](CC1)N2)C=2C1=C(N=C(N2)OC([2H])([2H])C23CCCN3CCC2)C(=C(N=C1)C1=CC(=CC2=CC=C(C(=C12)C#C)F)O)F 4-(4-((1R,5S)-3,8-Diazabicyclo[3.2.1]octan-3-yl)-8-fluoro-2-((tetrahydro-1H-pyrrolizin-7a(5H)-yl)methoxy-d2)pyrido[4,3-d]pyrimidin-7-yl)-5-ethynyl-6-fluoronaphthalen-2-ol